C12CN(CC(CNC1)C2)C(=O)C2=NN(C(=C2)C2=CC=C(C#N)C=C2)C2=CC=C(C=C2)C 4-(3-(3,7-Diazabicyclo[3.3.1]nonan-3-carbonyl)-1-(p-tolyl)-1H-pyrazol-5-yl)benzonitril